C(C)(C)C1=C(C(=CC=C1)C(C)C)OC 2,6-di-isopropyl-anisole